3-(2-methoxy-4-pyridyl)-3-azabicyclo[3.2.1]Octane-8-amine COC1=NC=CC(=C1)N1CC2CCC(C1)C2N